O=C1C(=C(C=NN1)N1[C@@H](CCC1)COC(CC(=O)O)C)C(F)(F)F 3-[[(2S)-1-[6-oxo-5-(trifluoromethyl)-1,6-dihydropyridazin-4-yl]pyrrolidin-2-yl]methoxy]butanoic acid